C(CC)[O-].[Al+3].C(CC)[O-].C(CC)[O-] aluminum propanolate